nicotinonitrile citrate monohydrate O.C(CC(O)(C(=O)O)CC(=O)O)(=O)O.C(C1=CN=CC=C1)#N